C1(CC1)C=1C=C2C=C(N=NC2=CC1N1CC2(C1)CNC2)C2=C(C=CC=C2)O 2-(6-cyclopropyl-7-{2,6-diazaspiro[3.3]heptane-2-yl}cinnolin-3-yl)phenol